ClC=1C=C2C(=NC(N3C2=C(C1C1=C(C=C(C=C1)F)F)SCCC3)=O)N3C(CN(CC3)C(=O)[O-])C 4-(10-chloro-11-(2,4-difluorophenyl)-6-oxo-3,4-dihydro-2H,6H-[1,4]thiazepino[2,3,4-ij]quinazolin-8-yl)-3-methylpiperazine-1-carboxylate